(2S,3S)-3-(benzyl((S)-1-phenylethyl)amino)-6,6-difluoro-2-hydroxy-N-methylheptanamide C(C1=CC=CC=C1)N([C@H]([C@@H](C(=O)NC)O)CCC(C)(F)F)[C@@H](C)C1=CC=CC=C1